BrC1=CC=C(C(=N1)C(C)(O)C1CC1)F 1-(6-bromo-3-fluoropyridin-2-yl)-1-cyclopropylethan-1-ol